N-butyl-N'-phenylurea CCCCNC(=O)NC1=CC=CC=C1